Di(fluoro)(methoxy)sulfobenzoic anhydride FC=1C(=C(C(=C(C(=O)OC(C2=C(C(=C(C(=C2)F)F)OC)S(=O)(=O)O)=O)C1)S(=O)(=O)O)OC)F